COC1=C(C2=C(C=N1)C=NN2C)N(S(=O)(=O)C=2C=NC(=CC2)N2N=C(C=C2)C(F)(F)F)C N-(6-methoxy-1-methyl-1H-pyrazolo[4,3-c]pyridin-7-yl)-N-methyl-6-(3-(trifluoro-methyl)-1H-pyrazol-1-yl)pyridine-3-sulfonamide